N-(3-(((5-((((3R,4R)-3-hydroxypiperidin-4-yl)methyl)amino)-3-Isopropylpyrazolo[1,5-a]pyrimidin-7-yl)amino)methyl)phenyl)methacrylamide O[C@H]1CNCC[C@@H]1CNC1=NC=2N(C(=C1)NCC=1C=C(C=CC1)NC(C(=C)C)=O)N=CC2C(C)C